1,3,5-Trimethyl-hexahydrotriazin CN1NN(CC(C1)C)C